methyl-3-hydroxyazetidine CN1CC(C1)O